The molecule is a member of the class of benzosemiquinones which results from the removal of one hydrogen atom with its electron from hydroquinone (or from the addition of one hydrogen atom with its electron to p-benzoquinone). It is a member of 1,4-benzosemiquinones and a member of benzosemiquinones. C1=CC(=CC=C1O)[O]